(S)-5-amino-3-(2-(4-(2,4-difluoro-5-(3-(methylsulfinyl)propoxy)phenyl)piperazin-1-yl)ethyl)-8-(furan-2-yl)thiazolo[5,4-e][1,2,4]triazolo[1,5-c]pyrimidin-2(3H)-one NC1=NC2=C(C=3N1N=C(N3)C=3OC=CC3)SC(N2CCN2CCN(CC2)C2=C(C=C(C(=C2)OCCC[S@@](=O)C)F)F)=O